pregnantriol C[C@@H]([C@]1(CC[C@@H]2[C@@]1(CC[C@H]3[C@H]2CC[C@H]4[C@@]3(CC[C@H](C4)O)C)C)O)O